8-methyl-6-(piperidin-4-ylmethoxy)-2-thieno[2,3-c]pyridin-5-yl-3H-quinazolin-4-one CC=1C=C(C=C2C(NC(=NC12)C=1C=C2C(=CN1)SC=C2)=O)OCC2CCNCC2